8-hydroxyoctanoic acid OCCCCCCCC(=O)O